NC1=NC(=C(C(=N1)N)N=O)N 2,4,6-triamino-5-nitrosopyrimidine